Methyl 4-(4-((4'-chloro-[1,1'-biphenyl]-2-yl)methyl)piperazin-1-yl)benzoate ClC1=CC=C(C=C1)C1=C(C=CC=C1)CN1CCN(CC1)C1=CC=C(C(=O)OC)C=C1